2-amino-6-cyano-6-cyclohexyl-7-oxo-4,5,6,7-tetrahydro-1-benzothiophene-3-carboxamide NC=1SC2=C(C1C(=O)N)CCC(C2=O)(C2CCCCC2)C#N